tert-Butyl N-[(2R,3S)-3-(4-aminophenyl)-1-(4-methylpiperazin-1-yl)-1-oxobutan-2-yl]carbamate NC1=CC=C(C=C1)[C@@H]([C@H](C(=O)N1CCN(CC1)C)NC(OC(C)(C)C)=O)C